(9z,12z)-N-(2-(4-(dimethylamino)butoxy)ethyl)-N-((9z,12z)-octadeca-9,12-dien-1-yl)octadeca-9,12-dien-1-amine CN(CCCCOCCN(CCCCCCCC\C=C/C\C=C/CCCCC)CCCCCCCC\C=C/C\C=C/CCCCC)C